[Cl-].C(C)O[Si](CCC[N+](C)(C)CCCCCCCCCCCCC)(OCC)OCC 3-(triethoxysilyl)propyl-n-tridecyldimethyl-ammonium chloride